4-(2-(difluoromethoxy)-6-fluorophenyl)-N-(5-((5-(2-hydroxypropan-2-yl)pyridin-2-yl)methoxy)-1,3,4-thiadiazol-2-yl)-6-methylnicotinamide FC(OC1=C(C(=CC=C1)F)C1=CC(=NC=C1C(=O)NC=1SC(=NN1)OCC1=NC=C(C=C1)C(C)(C)O)C)F